IC1=C(C=CC(=C1)C1(COC1)C1=CC=CC=C1)O 2-iodo-4-(3-phenyloxetan-3-yl)phenol